Cl.C1CC12OCCNC2 4-oxa-7-aza-spiro[2.5]octane hydrochloride